2-methyl-6-phenylisoquinoline CN1CC2=CC=C(C=C2C=C1)C1=CC=CC=C1